(1S,4S)-4-(1-(2,6-dioxopiperidin-3-yl)-3-methyl-2-oxo-2,3-dihydro-1H-benzo[d]imidazol-5-yl)cyclohexane-1-carboxylic acid O=C1NC(CCC1N1C(N(C2=C1C=CC(=C2)C2CCC(CC2)C(=O)O)C)=O)=O